[BiH]1CCCC1 bismolane